5-(3-(5-methoxythiophen-2-yl)acryloyl)-4-methylthiothieno[2,3-b]pyridin-6(7H)-one COC1=CC=C(S1)C=CC(=O)C1=C(C2=C(NC1=O)SC=C2)SC